N-[(1S)-1-(2-pyrimidin-2-yl-1,2,4-triazol-3-yl)ethyl]-5-(trifluoromethyl)-2,3-dihydropyrrolo[2,3-c]pyridine-1-carboxamide N1=C(N=CC=C1)N1N=CN=C1[C@H](C)NC(=O)N1CCC=2C1=CN=C(C2)C(F)(F)F